methyl 3-(4-chlorophenyl)-4-phenyl-N-(pyridin-3-ylsulfonyl)-4,5-dihydro-1H-pyrazole-1-carbimidothioate ClC1=CC=C(C=C1)C1=NN(CC1C1=CC=CC=C1)C(=NS(=O)(=O)C=1C=NC=CC1)SC